NC1=NC(N(N=C1)[C@H]1[C@@H]([C@@H]([C@H](O1)COP(=O)(OC1=CC=CC=C1)N[C@@H](C)C(=O)OCC(CC)CC)O)O)=O 2-Ethylbutyl ((((2R,3S,4R,5R)-5-(5-Amino-3-Oxo-1,2,4-Triazin-2(3H)-yl)-3,4-Dihydroxytetrahydrofuran-2-yl)Methoxy)-(Phenoxy)Phosphoryl)-L-Alaninate